C(C)(C)(C)C1=NC(=NO1)C1=CC=C(C=N1)C(=O)O 6-(5-tert-butyl-1,2,4-oxadiazol-3-yl)pyridine-3-carboxylic acid